C(C1=CC=CC=C1)OC(=O)N[C@H](C(=O)NC(C(=O)O)CNC(=O)OC(C)(C)C)COC(C)(C)C 2-((S)-2-(((benzyloxy)carbonyl)amino)-3-(tertbutoxy)propanamido)-3-((tert-butoxycarbonyl)amino)propanoic acid